CN1C(C(CCC1=O)N1C(C2=CC=C(C=C2C1=O)N1CCN(CC1)CCCC=O)=O)=O 4-(4-(2-(1-methyl-2,6-dioxopiperidin-3-yl)-1,3-dioxoisoindolin-5-yl)piperazin-1-yl)butanal